tert-butyl (R)-2-formylpyrrolidin-1-carboxylate C(=O)[C@@H]1N(CCC1)C(=O)OC(C)(C)C